di-n-butyl-aluminum hydride C(CCC)[AlH]CCCC